ClP(C1=CC=C(C=C1)C(F)(F)F)C1=CC=C(C=C1)C(F)(F)F chlorobis(4-trifluoromethylphenyl)phosphine